C=N.C=N.C=N.N1CCC1 azetidine (trimethylene imine)